P(=O)(O)(O)O.C(C)(C)C1=CC=CC=C1.C(C)(C)C1=CC=CC=C1.C(C)(C)C1=CC=CC=C1 tri(isopropyl-benzene) phosphate